C(C)C1C(CCC2=C1COC1=CC(=CC=C21)O)C 7-Ethyl-8-methyl-7,8,9,10-tetrahydro-6H-benzo[c]chromen-3-ol